BrC=1C=CC(=C(C1)N1CCC(CC1)(F)F)[N+](=O)[O-] (5-bromo-2-nitrophenyl)-4,4-difluoropiperidine